FC(COC=1C(=CC2=C(NN=N2)C1)C(=O)OC)F methyl 6-(2,2-difluoroethoxy)-1H-benzo[d][1,2,3]triazole-5-carboxylate